C(C)(C)(C)OC(=O)N1[C@@H](COCC1)C=1C=C(C=C2CCN(CC12)C(C(C)(C)O)=O)C=1N=C2C(=NC1)NC=C2Cl (R)-3-(6-(7-chloro-5H-pyrrolo[2,3-b]pyrazin-2-yl)-2-(2-hydroxy-2-methylpropanoyl)-1,2,3,4-tetrahydroisoquinolin-8-yl)morpholine-4-carboxylic acid tert-butyl ester